CN(C(CC)=O)CC1=CC=C(C=C1)C1=CC=C(C=C1)C(=O)OC methyl 4'-((N-methylpropionamido) methyl)-[1,1'-biphenyl]-4-carboxylate